OCC1(CCN(CC1)C1=C(C=C(C=C1)C(F)(F)F)NC(=O)C=1OC(=CC1)C1=CC=NC=C1)C N-(2-(4-(hydroxymethyl)-4-methylpiperidin-1-yl)-5-(trifluoromethyl)phenyl)-5-(pyridin-4-yl)furan-2-carboxamide